1'-(oxetan-3-yl)-5-(4,4,5,5-tetramethyl-1,3,2-dioxaborolan-2-yl)-3H-spiro[benzofuran-2,4'-piperidine] O1CC(C1)N1CCC2(CC1)OC1=C(C2)C=C(C=C1)B1OC(C(O1)(C)C)(C)C